methyl 5-(1,1-dioxido-4-oxo-1,2,5-thiadiazolidin-2-yl)-6-methoxybenzo[b]thiophene-2-carboxylate O=S1(N(CC(N1)=O)C1=CC2=C(SC(=C2)C(=O)OC)C=C1OC)=O